C[C@H](CCC#C)NC(OC(C)(C)C)=O tertbutyl (R)-hex-5-yn-2-ylcarbamate